N1C=C(C2=CC=CC=C12)\C=C/1\C(N(C(N1)=O)C)=O (Z)-5-((1H-indol-3-yl)methylene)-3-methylimidazolidine-2,4-dione